phenyl ((1S,3S)-3-methylcyclobutyl)carbamate CC1CC(C1)NC(OC1=CC=CC=C1)=O